CN(C=O)C1=CC=C(C=C1)F N-methyl-N-4-fluorophenyl-formamide